N-methyl-N-phenylbenzo[4,5]imidazo[1,2-a]pyrimidin-2-amine CN(C1=NC=2N(C=C1)C1=C(N2)C=CC=C1)C1=CC=CC=C1